FC(C(=O)O)(F)F.FC(C(=O)O)(F)F.NC1=CC=C(C(=N1)C)CNC([C@@H](C)NC(=O)[C@@H]1NC([C@H](C1)CC1=CC(=CC=C1)C(F)(F)F)=O)=O (2R,4S)-N-((R)-1-(((6-Amino-2-methylpyridin-3-yl)methyl)amino)-1-oxopropan-2-yl)-5-oxo-4-(3-(trifluoromethyl)benzyl)pyrrolidine-2-carboxamide di-trifluoroacetate salt